2-hydroxy-3-imidazol-1-ylpropanoic acid OC(C(=O)O)CN1C=NC=C1